CO[C@H]1[C@@H]2[C@H](OC1)[C@H](CO2)OCC (3R,3aR,6S,6aR)-3-methoxy-6-ethoxyhexahydrofuro[3,2-b]furan